(±)-Trans-4-(3-(trifluoromethyl)phenoxy)piperidin-3-ol HCl Cl.FC(C=1C=C(O[C@H]2[C@@H](CNCC2)O)C=CC1)(F)F |r|